3-((1-oxo-6-(phenylsulfonyl)phthalazin-2(1H)-yl)methyl)-1H-pyrazole-4-carboxamide O=C1N(N=CC2=CC(=CC=C12)S(=O)(=O)C1=CC=CC=C1)CC1=NNC=C1C(=O)N